rac-6-(4-((R)-2-methyl-4-((S)-3-oxo-4-(trifluoromethyl)-3,5,6,7-tetrahydro-2H-cyclopenta[c]pyridazin-7-yl)morpholin-2-carbonyl)piperazin-1-yl)nicotinonitrile C[C@@]1(CN(CCO1)[C@H]1CCC=2C1=NNC(C2C(F)(F)F)=O)C(=O)N2CCN(CC2)C2=NC=C(C#N)C=C2 |r|